N1=CC(=C2N1CCCN2)C(=O)N2CCCC21CCN(CC1)C(=O)OC(C(F)(F)F)C(F)(F)F 1,1,1,3,3,3-Hexafluoropropan-2-yl 1-(4,5,6,7-tetrahydropyrazolo[1,5-a]pyrimidine-3-carbonyl)-1,8-diazaspiro[4.5]decane-8-carboxylate